1,1'-{1,4,8-triazacycloundecane-1,8-diylbis[methylene(2-hydroxy-5-methyl-3,1-phenylene)methyleneazanediyl]}di(ethane-1,2-diol) N1(CCNCCCN(CCC1)CC=1C(=C(C=C(C1)C)CNC(CO)O)O)CC=1C(=C(C=C(C1)C)CNC(CO)O)O